C(C)S(=O)(=O)NC1=CC(=C(OC=2C=C(C=CC2)COC2CCN(CC2)C(=O)OC(C)(C)C)C=C1)C=1C2=C(C(N(C1)C)=O)NC=C2 tert-butyl 4-[[3-[4-(ethylsulfonylamino)-2-(6-methyl-7-oxo-1H-pyrrolo[2,3-c]pyridin-4-yl)phenoxy]phenyl]methoxy]piperidine-1-carboxylate